2-[(1Z)-5-fluoro-1-{[3-fluoro-4-(propan-2-yl)phenyl]methylidene}-2-methyl-1H-inden-3-yl]acetic acid FC=1C=C2C(=C(/C(/C2=CC1)=C/C1=CC(=C(C=C1)C(C)C)F)C)CC(=O)O